5-(3,4-dihydroquinolin-1(2H)-yl)-[1,2,4]triazolo[4,3-a]quinazolin-8-carbaldehyde N1(CCCC2=CC=CC=C12)C1=NC=2N(C3=CC(=CC=C13)C=O)C=NN2